CN([C@H](CNC1=NN(C(C2=CC=CC=C12)=O)C)C1=CC=CC=C1)C (S)-4-((2-(dimethylamino)-2-phenylethyl)amino)-2-methylphthalazin-1(2H)-one